(2E)-N-hydroxy-3-[4-({[2-(2-methyl-1H-indol-3-yl)ethyl]Amino}methyl)phenyl]Acrylamide ONC(\C=C\C1=CC=C(C=C1)CNCCC1=C(NC2=CC=CC=C12)C)=O